ClC1=CC(=C(C=C1)C#CC1=CN(C2=NC=C(C=C21)[N+](=O)[O-])C)F 3-((4-Chloro-2-fluorophenyl)ethynyl)-1-methyl-5-nitro-1H-pyrrolo[2,3-b]pyridine